O1C2=C(OCC1)C=C(C=C2)NC(CC2=NC=C1C=CC(=NC1=C2)C2=NC(=CC=C2)N2C[C@@H](O[C@@H](C2)C)C)=O N-(2,3-dihydrobenzo[b][1,4]dioxin-6-yl)-2-(2-(6-((cis)-2,6-dimethylmorpholino)pyridin-2-yl)-1,6-naphthyridin-7-yl)acetamide